O([C@H]1[C@H](O)[C@@H](O)[C@H](O)[C@H](O1)CO)C1=CC=C(C=C1)CO 4-(Hydroxymethyl)phenyl β-D-glucopyranoside